C(CCCCCCCCCCC)OS(=O)(=O)C1=CC=CC=C1.[K] Potassium Dodecylbenzenesulfonate